COC=1C=C(C=2C(C(COC2C1)O)O)O 7-methoxy-chroman-3,4,5-triol